O=C1NC(CCC1N1C(C2=CC=C(C=C2C1=O)N(C1C(CCCC1)NCC(=O)O)C)=O)=O (2-((2-(2,6-dioxopiperidin-3-yl)-1,3-dioxoisoindolin-5-yl)(methyl)amino)cyclohexyl)glycine